6-fluoro-1-(trideuteriomethyl)quinazolin-2-one FC=1C=C2C=NC(N(C2=CC1)C([2H])([2H])[2H])=O